2-Ethyl 1-methyl-4-(trifluoromethyl)pyrazole-3-carboxylate CN1N=C(C(=C1)C(F)(F)F)C(=O)OCC